5,6-difluoro-8-methoxyquinoline FC1=C2C=CC=NC2=C(C=C1F)OC